CS(=O)(=O)C1CCN(CC1)C1N=CC2=C(N1CC1=C(C=CC=C1)C(F)(F)F)N=CC=C2 2-(4-(methylsulfonyl)piperidin-1-yl)-N-(2-(trifluoromethyl)benzyl)pyrido[2,3-d]pyrimidin